OC1CCN(CC1)C1=NC(=NC(=C1)NCC1=CC(=CC=C1)C1=NN=NN1)NC=1SC(=C(N1)C)C(=O)OCC 2-[[4-[4-Hydroxy-1-piperidinyl]-6-[[(3-(5-(1H)tetrazolyl)phenyl)methyl]amino]-2-pyrimidinyl]amino]-4-methyl-5-thiazolecarboxylic acid, ethyl ester